2,4-diaminophenol HCl Cl.NC1=C(C=CC(=C1)N)O